ONC(=N)C1=NC=C(C=C1C)[N+](=O)[O-] N-hydroxy-3-methyl-5-nitropyridine-2-carboxamidine